BrC=1C=CC(=NC1)N(C1=CC=CC=C1)C 5-bromo-N-methyl-N-phenyl-pyridin-2-amine